1,8-diazabicyclo[5.4.0]undec-7-ene tetrabutyl-borate C(CCC)[B-](CCCC)(CCCC)CCCC.N12CCCCCC2=NCCC1